C(C)C1=NC=2C(=NC(=CC2C)C)N1CC1=CC=C(C=C1)C=1C=C(C=CC1C(=O)O)C1=CC=CC=C1 4''-((2-ethyl-5,7-dimethyl-3H-imidazo[4,5-b]pyridin-3-yl)methyl)-[1,1':3',1''-terphenyl]-4'-carboxylic acid